3,9-bis[2-{3-(3-tert-butyl-4-hydroxy-5-methyl-phenyl)propionyloxy}-1,1-dimethylethyl]-2,4,8,10-tetraoxaspiro[5.5]undecane C(C)(C)(C)C=1C=C(C=C(C1O)C)CCC(=O)OCC(C)(C)C1OCC2(CO1)COC(OC2)C(COC(CCC2=CC(=C(C(=C2)C)O)C(C)(C)C)=O)(C)C